6-chloro-4-((S)-3-(cyanomethyl)piperazin-1-yl)-8-fluoroquinoline-3-carbonitrile ClC=1C=C2C(=C(C=NC2=C(C1)F)C#N)N1C[C@@H](NCC1)CC#N